Ethyl 2-(2,6-dimethyl-4-(2-(4-(4-(methylthio) benzyl) piperazin-1-yl) ethyl) phenoxy)-2-methylpropionate CC1=C(OC(C(=O)OCC)(C)C)C(=CC(=C1)CCN1CCN(CC1)CC1=CC=C(C=C1)SC)C